3-(5-bromopyridin-2-yl)oxetan-3-carbonitrile BrC=1C=CC(=NC1)C1(COC1)C#N